2-[3-(6-methyl-2-pyridyl)-1H-pyrazol-4-yl]-8-(1-phenyltriazol-4-yl)-1,5-naphthyridine CC1=CC=CC(=N1)C1=NNC=C1C1=NC2=C(C=CN=C2C=C1)C=1N=NN(C1)C1=CC=CC=C1